6-((5-((R)-3-(4-amino-3-(4-phenoxyphenyl)-1H-pyrazolo[3,4-d]pyrimidin-1-yl)piperidin-1-yl)-5-oxopentyl)sulfanyl)-2-(2,6-dioxopiperidin-3-yl)-4-fluoroisoindoline-1,3-dione NC1=C2C(=NC=N1)N(N=C2C2=CC=C(C=C2)OC2=CC=CC=C2)[C@H]2CN(CCC2)C(CCCCSC2=CC(=C1C(N(C(C1=C2)=O)C2C(NC(CC2)=O)=O)=O)F)=O